(S)-6-(3-methylpyrrolidin-1-yl)quinoline-4-carboxylic acid C[C@@H]1CN(CC1)C=1C=C2C(=CC=NC2=CC1)C(=O)O